ClC=1C=CC(=C(C1)C1=NN2C(=NC=3C=CC=CC3C2=N1)N[C@H](C)C(=O)NCCC)OC(F)(F)F N2-{2-[5-chloro-2-(trifluoromethoxy)phenyl][1,2,4]Triazolo[1,5-c]Quinazolin-5-yl}-N-propyl-D-alaninamide